5,6-dichloro-N-[2-hydroxy-2-(4-methoxy-3-pyridyl)ethyl]-N-propyl-indane-2-carboxamide ClC=1C=C2CC(CC2=CC1Cl)C(=O)N(CCC)CC(C=1C=NC=CC1OC)O